ClC=1N(N=C2C1N(C(N=C2)=O)C)C2OCCCC2 chloro-4-methyl-2-(tetrahydro-2H-pyran-2-yl)-2,4-dihydro-5H-pyrazolo[4,3-d]pyrimidin-5-one